2,4-dichlorobenzoyl-hydrazine hydrochloride Cl.ClC1=C(C(=O)NN)C=CC(=C1)Cl